5-(5-methylpiperidin-2-yl)benzo[d]thiazole CC1CCC(NC1)C=1C=CC2=C(N=CS2)C1